CCCCC(CC)COC(=O)CC(C(=O)OCC(CC)CCCC)S(=O)(=O)[O-].[Na+] sodium di(2-ethylhexyl)sulfosuccinate